C(#N)NC#N.[NH4+] ammonium dicyanoamine salt